2,4-dimethyl-5-aminoimidazole CC=1NC(=C(N1)C)N